7-(5-(5-((1R,5S,8r)-8-hydroxy-8-methyl-3-azabicyclo[3.2.1]octan-3-yl)-1,3,4-thiadiazol-2-yl)-4-(isopropylamino)pyridin-2-yl)pyrrolo[1,2-b]pyridazine-3-carbonitrile OC1([C@H]2CN(C[C@@H]1CC2)C2=NN=C(S2)C=2C(=CC(=NC2)C2=CC=C1N2N=CC(=C1)C#N)NC(C)C)C